ClC1=NC(=CC=C1NC(CN1C=2N(C(C(=C1CC)N1CCN(CC1)C(C1=NC=CC=C1O)=O)=O)N=C(N2)C=2CCOCC2)=O)C(F)(F)F N-(2-chloro-6-(trifluoromethyl)pyridin-3-yl)-2-(2-(3,6-dihydro-2H-pyran-4-yl)-5-ethyl-6-(4-(3-hydroxypicolinoyl)piperazin-1-yl)-7-oxo-[1,2,4]triazolo[1,5-a]pyrimidin-4(7H)-yl)acetamide